ethyl 5-chloro-1-(3,5-difluorobenzyl)-4-(2-oxoethyl)-1H-pyrazole-3-carboxylate ClC1=C(C(=NN1CC1=CC(=CC(=C1)F)F)C(=O)OCC)CC=O